NC(CC(=O)[O-])C1=CC(=C(C=C1)C)Br 3-amino-3-(3-bromo-4-methylphenyl)propanoate